C(C)(C)(C)C1=CC=C(OCC(=O)O)C=C1 p-tert-butyl-phenoxyacetic acid